tert-butyl N-[2-[benzyloxycarbonyl-[(5-methylisoxazol-3-yl) methyl] amino] ethyl]-N-methyl-carbamate C(C1=CC=CC=C1)OC(=O)N(CCN(C(OC(C)(C)C)=O)C)CC1=NOC(=C1)C